ClC1=NC(=NN2C1=C(C(=C2)C2=CC(=CC=C2)OC)C2CC2)C=2N(C=CN2)C 4-Chloro-5-cyclopropyl-6-(3-methoxyphenyl)-2-(1-methyl-1H-imidazol-2-yl)pyrrolo[2,1-f][1,2,4]triazine